C1(CC1)C1=CC=2N=C(N=C(C2N=C1)N[C@H](CC(=O)NC)CC(C)C)N1CC2(CN(C2)C(=O)OC(C)(C)C)CC1 tert-butyl (S)-6-(7-cyclopropyl-4-((5-methyl-1-(methylamino)-1-oxohexan-3-yl)amino)pyrido[3,2-d]pyrimidin-2-yl)-2,6-diazaspiro[3.4]octane-2-carboxylate